CC1=CC=CC(=N1)C1=NC=CC(=N1)NC1=NC(=NC=C1)NC1=CC(=CC=C1)CN1CCOCC1 N4-[2-(6-methyl-2-pyridyl)pyrimidin-4-yl]-N2-[3-(morpholinomethyl)phenyl]pyrimidine-2,4-diamine